(R)-5,6-Difluoro-7-((tetrahydro-2H-pyran-3-yl)amino)-2-(((tetrahydro-2H-pyran-4-yl)thio)methyl)quinazolin-4(3H)-one FC1=C2C(NC(=NC2=CC(=C1F)N[C@H]1COCCC1)CSC1CCOCC1)=O